COC1=C(C=CC=2C=3N(C(=NC12)NC=O)CCN3)OCCCN3CCOCC3 N-[7-methoxy-8-(3-morpholin-4-ylpropoxy)-2,3-dihydroimidazo[1,2-c]quinazolin-5-yl]-formamide